(1H-pyrazol-1-yl)-3-tert-butyl-1,3,5-triazine-2,4(1H,3H)-dione N1(N=CC=C1)N1C(N(C(N=C1)=O)C(C)(C)C)=O